C(#N)C1=CC(=C(COC2=CC=CC(=N2)N2CCN([C@@H]3CC[C@H]23)CC2=NC3=C(N2C[C@H]2OCC2)C=C(C=C3)C(=O)O)C=C1)F |o1:18,21| 2-(((1R*,6S*)-5-(6-((4-Cyano-2-fluorobenzyl)oxy)pyridin-2-yl)-2,5-diazabicyclo[4.2.0]octan-2-yl)methyl)-1-(((S)-oxetan-2-yl)methyl)-1H-benzo[d]imidazole-6-carboxylic acid